1,2,3-trimethylcyclopentadiene CC1=C(C(=CC1)C)C